4-[6-(4-amino-4-methylpiperidin-1-yl)-1H-pyrazolo[3,4-b]pyrazin-3-yl]-5-chloropyridin-2-amine NC1(CCN(CC1)C1=CN=C2C(=N1)NN=C2C2=CC(=NC=C2Cl)N)C